2-(2-(ethylsulfonamido)thiazol-4-yl)-2-methyl-N-(4-(6-(trifluoromethyl)pyrazin-2-yl)phenyl)propanamide C(C)S(=O)(=O)NC=1SC=C(N1)C(C(=O)NC1=CC=C(C=C1)C1=NC(=CN=C1)C(F)(F)F)(C)C